C(C1=CC=CC=C1)N(C1=C2NC(N(C2=NC=N1)[C@H]1CN(CC1)C(=O)OCCCC)=O)CC1=CC=CC=C1 butyl (3R)-3-[6-(dibenzylamino)-8-oxo-7,8-dihydro-9H-purin-9-yl]pyrrolidin-1-carboxylate